tert-butyl 4-allyl-4-(allyloxy)-2,2-dimethylpiperidine-1-carboxylate C(C=C)C1(CC(N(CC1)C(=O)OC(C)(C)C)(C)C)OCC=C